OC(CN(CCCSSCCN1CCN(CC1)CCOC(CCCN(CC(CCCCCCC(=O)OCC(CC)CC)O)CC(CCCCCCC(=O)OCC(CC)CC)O)=O)CC(CCCCCCC(OCCC(C)C)=O)O)CCCCCCC(=O)OCCC(C)C Bis(2-ethylbutyl) 9,9'-((4-(2-(4-(2-((3-(bis(2-hydroxy-9-(isopentyloxy)-9-oxononyl)-amino)propyl)disulfaneyl)ethyl)piperazin-1-yl)ethoxy)-4-oxobutyl)azanediyl)bis(8-hydroxynonanoate)